5-chloro-2-methyl-4-isothiazolinone ClC1=CC(N(S1)C)=O